Methyl 4-(bis(tert-butoxycarbonyl)amino)-7-methylimidazo[1,5-a]quinoxaline-8-carboxylate C(C)(C)(C)OC(=O)N(C=1C=2N(C3=CC(=C(C=C3N1)C)C(=O)OC)C=NC2)C(=O)OC(C)(C)C